C(C)OC1=CC=2N(C=C1)C(=CN2)C(=O)C2=CC=C(C=C2)N(C(=O)C2(CC2)C(=O)N)C2=CC=C(C=C2)F N-(4-(7-ethoxyimidazo[1,2-a]pyridine-3-carbonyl)phenyl)-N-(4-fluorophenyl)cyclopropane-1,1-dicarboxamide